[Al].[V].[Nb].[N] nitrogen niobium vanadium aluminium